FC(C=1C=C(C=CC1)C1=CC=C(C=C1)C1=CC=C(N1)C(=O)N)(F)F (2S,5R)-5-{4-[3-(trifluoromethyl)phenyl]-phenyl}-1H-pyrrole-2-carboxamide